O1CC[C@@H](C2=CC=CC=C12)NC(=O)C=1C=NC2=C(C=CC=C2C1N(C)C)C=1CCN(CC1)C(=O)OC(C)(C)C tert-butyl (S)-4-(3-(chroman-4-ylcarbamoyl)-4-(dimethylamino) quinolin-8-yl)-3,6-dihydropyridine-1(2H)-carboxylate